N,N-Dimethylphenethylamine CN(C)CCC1=CC=CC=C1